3-(2-(5-(3-bromobenzylidene)-3-(4-n-butylphenyl)-4-oxothiazolidin-2-ylidene)hydrazono)-5-chloro-1H-indol-2-one BrC=1C=C(C=C2C(N(C(S2)=NN=C2C(NC3=CC=C(C=C23)Cl)=O)C2=CC=C(C=C2)CCCC)=O)C=CC1